C1(CC1)S(=O)(=O)N1CC2(CCNCC2)C2=CC(=CC=C12)F 1-(cyclopropylsulfonyl)-5-fluorospiro[indoline-3,4'-piperidine]